(2,2-difluoro-1-hydroxyethyl)-1H-indole-6-carbonitrile FC(C(O)N1C=CC2=CC=C(C=C12)C#N)F